4-((4-(4-methylpiperidin-1-yl)phenyl)amino)cyclohexane-1-carboxamide CC1CCN(CC1)C1=CC=C(C=C1)NC1CCC(CC1)C(=O)N